(R)-8-(8-(4-amino-2,3-dichlorophenyl)-7-methylimidazo[1,2-c]pyrimidin-5-yl)-8-azaspiro[4.5]decan-1-amine NC1=C(C(=C(C=C1)C=1C=2N(C(=NC1C)N1CCC3(CCC[C@H]3N)CC1)C=CN2)Cl)Cl